C(CCCCCCCCCCCCCCCCCCC)(=O)OCCCCCCCCCCCCCCCCCCCCCCCCCCCCCC triacontyl n-eicosanoate